C(C)(C)(C)N(C(O)=O)[C@@H]1C[C@H](C1)N.C1(=CC=CC=C1)C(=CC1=CC=C(C=C1)C1=CC=C(C=C1)C=C(C1=CC=CC=C1)C1=CC=CC=C1)C1=CC=CC=C1 4,4'-bis(2,2-diphenylvinyl)biphenyl tert-Butyl-(trans-3-aminocyclobutyl)carbamate